6-chloro-7-fluoro-4-isopropyl-2-(o-tolyl)quinazoline ClC=1C=C2C(=NC(=NC2=CC1F)C1=C(C=CC=C1)C)C(C)C